3-hydroxy-3-(1-(2-hydroxy-2-methylpropyl)-1H-pyrazol-4-yl)cyclohexane-1-carbohydrazide OC1(CC(CCC1)C(=O)NN)C=1C=NN(C1)CC(C)(C)O